(4-tert-butylphenyl)(4-methylphenyl)phenylselenonium triflate [O-]S(=O)(=O)C(F)(F)F.C(C)(C)(C)C1=CC=C(C=C1)[Se+](C1=CC=CC=C1)C1=CC=C(C=C1)C